C(C=C)C1CN(CCC1(F)F)C1=NC(=CC(=N1)N)OC 2-(3-allyl-4,4-difluoropiperidin-1-yl)-6-methoxypyrimidin-4-amine